(2S)-2-(9H-fluoren-9-yl-methoxycarbonylamino)-3-(3-iodophenyl)propanoic acid C1=CC=CC=2C3=CC=CC=C3C(C12)N([C@H](C(=O)O)CC1=CC(=CC=C1)I)C(=O)OC